E-4-chloro-7-(4-methoxybenzyl)-5-methyl-6,7-dihydro-5H-pyrrolo[2,3-d]pyrimidine ClC=1C2=C(N=CN1)N(CC2C)CC2=CC=C(C=C2)OC